CN1C(N(C(C2=C1C=CN=C2)=O)C=2C=CC(=C1C=CC=NC21)C[C@@H](C(=O)OC)NC(C2=CC=CC=C2)(C2=CC=CC=C2)C2=CC=CC=C2)=O methyl (S)-3-(8-(1-methyl-2,4-dioxo-1,4-dihydropyrido[4,3-d]pyrimidin-3(2H)-yl)quinolin-5-yl)-2-(tritylamino)propanoate